3-((2S)-2-hydroxy-3-(8-(naphthalen-2-ylsulfonyl)-1-oxa-8-azaspiro[4.5]dec-3-ylamino)propoxy)benzenesulfonamide O[C@H](COC=1C=C(C=CC1)S(=O)(=O)N)CNC1COC2(C1)CCN(CC2)S(=O)(=O)C2=CC1=CC=CC=C1C=C2